8-(3-(2-(dimethylamino)ethoxy)phenyl)-N-(4-(piperazin-1-yl)phenyl)quinazolin-2-amine CN(CCOC=1C=C(C=CC1)C=1C=CC=C2C=NC(=NC12)NC1=CC=C(C=C1)N1CCNCC1)C